ClC1=NC(=CC2=C1C(N(C2)[C@@H](C)C2CC2)=O)C2=C(N=C(S2)NC(OC(C)(C)C)=O)C tert-butyl (S)-(5-(4-chloro-2-(1-cyclopropylethyl)-3-oxo-2,3-dihydro-1H-pyrrolo[3,4-c]pyridin-6-yl)-4-methylthiazol-2-yl)carbamate